bromo-1-iodo-2-(methoxymethoxy)naphthalene BrC=1C(=C(C2=CC=CC=C2C1)I)OCOC